(3R,4R)-3-carbamoyl-4-phenyl-piperidine-1-carboxylic acid tert-butyl ester C(C)(C)(C)OC(=O)N1C[C@@H]([C@@H](CC1)C1=CC=CC=C1)C(N)=O